C(C)C=1C=C(C=CC1C#CC1=CC=C(C=C1)CCCCC)C1=C(C=C(C=C1F)C#CCO)F 3-(3'-Ethyl-2,6-difluoro-4'-((4-pentylphenyl)ethynyl)-[1,1'-biphenyl]-4-yl)prop-2-yn-1-ol